BrC=1C(=NC(=CC1)C)N1CCC(CC1)C(=O)NN 1-(3-bromo-6-methylpyridin-2-yl)piperidine-4-carbohydrazide